ClC1=C(C(=CC=C1Cl)O)[C@H]1C[C@@H]2N(C(CN(C2)C[C@@H]2CNCCO2)=O)C1 (7R,8aS)-7-(2,3-dichloro-6-hydroxyphenyl)-2-[(2S)-morpholin-2-ylmethyl]-hexahydropyrrolo[1,2-a]pyrazin-4-one